1,6-bis(allylthio)naphthalene (R)-1-(2-chloropyridin-3-yl)ethyl-(4-(5-aminopyridin-2-yl)-1-methyl-1H-1,2,3-triazol-5-yl)carbamate ClC1=NC=CC=C1[C@@H](C)N(C(O)=O)C1=C(N=NN1C)C1=NC=C(C=C1)N.C(C=C)SC1=CC=CC2=CC(=CC=C12)SCC=C